ClC1=C(C(=O)NC2=C3C=NN(C3=CC=C2)C2=CC=C(C=C2)C(F)(F)F)C=C(C=C1)CNC(CC1=CC=CC=C1)=O 2-Chloro-5-{[(phenylacetyl)amino]methyl}-N-{1-(4-(trifluoromethyl)phenyl)-1H-indazol-4-yl}benzamide